(1-methyl-1H-pyrazol-4-yl)-N2-phenyl-N4-(1,2,3,4-tetrahydroisoquinolin-7-yl)pyrimidine-2,4-diamine CN1N=CC(=C1)C=1C(=NC(=NC1)NC1=CC=CC=C1)NC1=CC=C2CCNCC2=C1